(4S,4'S)-5,5'-(1,3-phenylenebis(azanediyl))bis(4-(2-mercaptoacetamido)-5-oxopentanoic acid) C1(=CC(=CC=C1)NC([C@H](CCC(=O)O)NC(CS)=O)=O)NC([C@H](CCC(=O)O)NC(CS)=O)=O